tert-butyl N-benzyl-N-(3-iodo-6-morpholinoimidazo[1,2-b]pyridazin-8-yl)glycinate C(C1=CC=CC=C1)N(CC(=O)OC(C)(C)C)C=1C=2N(N=C(C1)N1CCOCC1)C(=CN2)I